(2S,4r)-1-[(2S)-2-(4-cyclopropyl-triazol-1-yl)-3,3-dimethyl-butyryl]-N-(2,2-dimethyl-1-pyrimidin-2-yl-propyl)-4-hydroxy-pyrrolidine-2-carboxamide C1(CC1)C=1N=NN(C1)[C@H](C(=O)N1[C@@H](C[C@H](C1)O)C(=O)NC(C(C)(C)C)C1=NC=CC=N1)C(C)(C)C